[N+](=O)([O-])C1=CC=C(C=N1)OC1=CC(=NC=C1)C1=CC(=NC=C1)N 4-((6-nitropyridin-3-yl)oxy)-[2,4'-bipyridin]-2'-amine